COC1=CC(=CC(=C1OC)OC)/C=C/C(=O)O The molecule is a methoxycinnamic acid with three methoxy substituents at the 3-, 4- and 5-positions. It has a role as an allergen. It is a conjugate acid of a 3,4,5-trimethoxycinnamate.